FC(C1=CC2=C(NC(C=CC2)=O)C=C1)(F)F 7-trifluoromethyl-1,5-dihydro-2H-benzo[b]azepin-2-one